ClC1=CC=C(CN(C(=O)[C@H]2N(CCC2)[S@](=O)(=NC)C2=CC=C(C=C2)C)[C@H]2C[C@H](CC2)C#N)C=C1 |o1:25,27| (2S)-N-(4-Chlorobenzyl)-N-((1R*,3S*)-3-cyanocyclopentyl)-1-((R)-N,4-dimethylphenylsulfonimidoyl)pyrrolidine-2-carboxamide